anti-ascorbic acid O=C1C(O)=C(O)[C@H](O1)[C@@H](O)CO